N-methyl-4-nonadecyl-N-hexadecylanilinium [tetrakis(perfluorophenyl)borate] FC1=C(C(=C(C(=C1F)F)F)F)[B-](C1=C(C(=C(C(=C1F)F)F)F)F)(C1=C(C(=C(C(=C1F)F)F)F)F)C1=C(C(=C(C(=C1F)F)F)F)F.C[NH+](C1=CC=C(C=C1)CCCCCCCCCCCCCCCCCCC)CCCCCCCCCCCCCCCC